thiazolo[4,5-d]triazole N1=NN=C2C1=NCS2